C(CCC)(=O)N[C@@H]1CC[C@H](CC1)C(=O)N(C[C@@H]1CC[C@H](CC1)C1=CC(=C(C=C1)OC)C)C1=CC(=CC=C1)C1=CN=C(S1)C1CC1 trans-4-Butyramido-N-(3-(2-cyclopropylthiazol-5-yl)phenyl)-N-((trans-4-(4-methoxy-3-methylphenyl)cyclohexyl)methyl)-cyclohexanecarboxamide